methyl (Z)-carbamohydrazonothioate hydroiodide I.C(\N)(=N/N)/SC